4-(3-(1-cyclobutyl-4-oxido-1,4-azaphosphinan-4-yl)-4-fluorobenzyl)phthalazin-1(2H)-one C1(CCC1)N1CCP(CC1)(=O)C=1C=C(CC2=NNC(C3=CC=CC=C23)=O)C=CC1F